NC1=C(C=C(N=N1)C1=C(C=CC=C1)O)N1CC2CCC(C1)N2C2=CC(=NC=C2)C#CCN(C)C2CS(CC2)(=O)=O 2-[6-amino-5-[8-[2-[3-[(1,1-dioxothiolan-3-yl)-methyl-amino]prop-1-ynyl]-4-pyridinyl]-3,8-diazabicyclo[3.2.1]oct-3-yl]pyridazin-3-yl]phenol